10-Chloro-N-(4-(trifluoromethoxy)phenyl)-6,7,8,9-tetrahydrobenzo[g]quinolin-2-amine ClC=1C2=C(C=C3C=CC(=NC13)NC1=CC=C(C=C1)OC(F)(F)F)CCCC2